N-((S)-2-cyano-1-(4-(ethylsulfonyl)phenyl)ethyl)-4-((2S,5R)-2-((difluoromethoxy)methyl)-5-(4-(trifluoromethyl)phenyl)piperidin-1-yl)-3-fluorobenzamide C(#N)C[C@@H](C1=CC=C(C=C1)S(=O)(=O)CC)NC(C1=CC(=C(C=C1)N1[C@@H](CC[C@@H](C1)C1=CC=C(C=C1)C(F)(F)F)COC(F)F)F)=O